tert-butyl 4-{[(6S)-2,2-difluoro-6-[2-(methoxycarbonyl)-4-(methylamino)pyrimidin-5-yl]-7-azaspiro[3.5]nonan-7-yl]methyl}-5-methoxy-7-methylindole-1-carboxylate FC1(CC2(C1)C[C@H](N(CC2)CC2=C1C=CN(C1=C(C=C2OC)C)C(=O)OC(C)(C)C)C=2C(=NC(=NC2)C(=O)OC)NC)F